C(C)(C)OCCN(CC[C@@H](C(=O)O)NC(=O)C1=NC=CN=C1C(F)(F)F)CCCCC1=NC=2NCCCC2C=C1 (S)-4-((2-isopropoxyethyl)(4-(5,6,7,8-tetrahydro-1,8-naphthyridin-2-yl)butyl)amino)-2-(3-(trifluoromethyl)pyrazine-2-carboxamido)butanoic acid